tert-butyl 2-[4-[7-isopropoxy-6-(pyrimidine-4-carbonylamino)imidazo[1,2-a]pyridin-2-yl]-1-piperidyl]acetate C(C)(C)OC1=CC=2N(C=C1NC(=O)C1=NC=NC=C1)C=C(N2)C2CCN(CC2)CC(=O)OC(C)(C)C